FC=1C=C2C(C(=CN(C2=CC1N1[C@H](CCC1)COC1=NC=CC=C1F)C1=NC=CN=C1)C(=O)O)=O |r| rac-(R)-6-fluoro-7-(2-(((3-fluoropyridin-2-yl)oxy)methyl)pyrrolidin-1-yl)-4-oxo-1-(pyrazin-2-yl)-1,4-dihydro-quinoline-3-carboxylic acid